O=C1N2C(N(N(C1)CC=C)C(=O)N)CNC(C2)=O 4,7-dioxo-2-(prop-2-en-1-yl)-Octahydro-1H-pyrazino[2,1-c][1,2,4]Triazine-1-carboxamide